O1CCN(CC1)CC1=CC(=NC(=C1)NC=1SC(=CN1)C=1N=NN(N1)C1=CC=CC=C1)N[C@@H]1CN(CC1)C(C=C)=O (S)-1-(3-((4-(morpholinomethyl)-6-((5-(2-phenyl-2H-tetrazol-5-yl)thiazol-2-yl)amino)pyridin-2-yl)amino)pyrrolidin-1-yl)prop-2-en-1-one